[O-]S(=O)(=O)C(F)(F)F.[Ga+3].[O-]S(=O)(=O)C(F)(F)F.[O-]S(=O)(=O)C(F)(F)F Gallium(III) Triflate